5-bromo-2-methoxy-3-(p-tolylthio)pyridine BrC=1C=C(C(=NC1)OC)SC1=CC=C(C=C1)C